BrC=1C=C(C2=C(NC(=N2)C2COC3=C(C2)C=CC=C3)C1)F 6-bromo-2-(3,4-dihydro-2H-1-benzopyran-3-yl)-4-fluoro-1H-1,3-benzodiazole